BrC=1N=CN(C1)C1=CC=C(C=C1)N1C[C@@H]([C@@H](C1)F)N(C(OC(C)(C)C)=O)C tert-butyl N-[(3S,4R)-1-[4-(4-bromoimidazol-1-yl)phenyl]-4-fluoropyrrolidin-3-yl]-N-methylcarbamate